methyl 1-(1-(tert-butoxycarbonyl)piperidin-4-yl)-5-methoxy-2-oxo-1,2-dihydropyridine-4-carboxylate C(C)(C)(C)OC(=O)N1CCC(CC1)N1C(C=C(C(=C1)OC)C(=O)OC)=O